3-[7-chloro-1-methylpyrazolo[4,3-d]pyrimidin-5-yl]pyridine ClC=1C2=C(N=C(N1)C=1C=NC=CC1)C=NN2C